4-picoline-3,4-diamine N1C=C(C(C=C1)(C)N)N